Cl.Cl.Cl.COC1=C(C=CC=C1)N1CCN(CC1)CCN(C(=O)C1CCCCC1)C1=NC=CC=C1 N-(2-(4-(2-methoxyphenyl)-1-piperazinyl)ethyl)-N-(2-pyridinyl)cyclohexanecarboxamide Trihydrochloride